methyl 2-chloro-5-(6-fluorobenzo[d]oxazol-2-yl)isonicotinate ClC=1C=C(C(=O)OC)C(=CN1)C=1OC2=C(N1)C=CC(=C2)F